C1CCC(CC1)CO[Si](OC)(OC)CC 4-cyclohexyl-ethyl-trimethoxysilane